(1-chloroethoxy)(ethylsulfonamide) ClC(C)ONS(=O)(=O)CC